FC1=C(C=C2C(C(=COC2=C1C)I)=O)CN1C[C@H](CCC1)C (S)-7-fluoro-3-iodo-8-methyl-6-((3-methylpiperidin-1-yl)methyl)-4H-chromen-4-one